4-[[4-(difluoromethoxy)phenyl]methyl]-3-fluoro-5-(2H-1,2,3-triazol-2-yl)pyridine FC(OC1=CC=C(C=C1)CC1=C(C=NC=C1N1N=CC=N1)F)F